N1N=NC(=C1)CCN 1,2,3-triazol-4-ethylamine